(±)-(4Z)-4-(1,3-benzothiazol-6-ylmethylene)-2-[(2-hydroxy-1-phenyl-ethyl)amino]-1H-imidazol-5-one S1C=NC2=C1C=C(C=C2)\C=C\2/N=C(NC2=O)N[C@@H](CO)C2=CC=CC=C2 |r|